OCC1=C(C=CC(=C1)S(=O)(=O)C)C=1C=C2C(=CC=NC2=CC1)C(=O)O 6-(2-(hydroxymethyl)-4-(methylsulfonyl)phenyl)quinoline-4-carboxylic acid